N[C@@H](CO)CC1=CC=2N=NC=C(C2S1)NCC=1SC=CC1 (2R)-2-amino-3-(4-{[(thiophen-2-yl)methyl]amino}thieno[3,2-c]pyridazin-6-yl)propan-1-ol